BrC=1C=C(C=NC1N(C)CC1CC1)S(=O)(=O)N(C)C 5-bromo-6-((cyclopropylmethyl)(methyl)amino)-N,N-dimethylpyridine-3-sulfonamide